(R)-N-(1-(3-(difluoromethyl)-2-fluorophenyl)ethyl)-2-methyl-6-morpholino-[1,2,4]triazolo[4',3':1,6]pyrido[2,3-d]pyrimidin-4-amine FC(C=1C(=C(C=CC1)[C@@H](C)NC=1C2=C(N=C(N1)C)N1C(C(=C2)N2CCOCC2)=NN=C1)F)F